(S)-1-(8,9-dihydro-6H-[1,3]dioxolo[4,5-f]isochromen-6-yl)-N-methyl-methylamine O1COC=2C1=C1CCO[C@@H](C1=CC2)CNC